N1=CC=C(C=C1)C=1C=NN2C1CN(CC2)C(=O)O.ClCC(=O)NC(NC2=NC(=CC=C2)C(F)(F)F)=O 2-chloro-N-((6-(trifluoromethyl)pyridin-2-yl)carbamoyl)acetamide 3-(pyridin-4-yl)-6,7-dihydropyrazolo[1,5-a]pyrazine-5(4H)-carboxylate